diethoxy-n-propylvinylsilane C(C)O[SiH](C=CCCC)OCC